8-({4-[1-cyclopropyl-4-(trifluoromethyl)imidazol-2-yl]phenyl}methyl)-2-(4-cyclopropyl-6-methoxypyrimidin-5-yl)-6-(1-methylpiperidin-4-yl)pyrido[2,3-d]pyrimidin-7-one C1(CC1)N1C(=NC(=C1)C(F)(F)F)C1=CC=C(C=C1)CN1C(C(=CC2=C1N=C(N=C2)C=2C(=NC=NC2OC)C2CC2)C2CCN(CC2)C)=O